3-(3-(methoxymethyl)-5-(4,4,5,5-tetramethyl-1,3,2-dioxaborolan-2-yl)phenyl)oxetan-3-ol COCC=1C=C(C=C(C1)B1OC(C(O1)(C)C)(C)C)C1(COC1)O